6-nitro-1,3-benzodioxole [N+](=O)([O-])C=1C=CC2=C(OCO2)C1